4-(7-azabenzooxazol-2-yl)-phenyl-(4-(dibenzothiophen-4-yl)-phenyl)-(4'-(benzofuran-2-yl)-biphenyl-4-yl)-amine O1C(=NC2=C1N=CC=C2)C2=CC=C(C=C2)N(C2=CC=C(C=C2)C2=CC=C(C=C2)C=2OC1=C(C2)C=CC=C1)C1=CC=C(C=C1)C1=CC=CC2=C1SC1=C2C=CC=C1